C1(CC1)C1=NN(C2=CC(=C(C=C12)OC1=C(C=CC=C1C)C)C=1C2=C(C(N(C1)C)=O)NC(=C2)C(=O)NCC)CC(C)(C)O 4-(3-cyclopropyl-5-(2,6-dimethylphenoxy)-1-(2-hydroxy-2-methylpropyl)-1H-indazol-6-yl)-N-ethyl-6-methyl-7-oxo-6,7-dihydro-1H-pyrrolo[2,3-c]pyridine-2-carboxamide